tert-butyl (3r,4r)-3-fluoro-4-hydroxypiperidine-1-carboxylate F[C@@H]1CN(CC[C@H]1O)C(=O)OC(C)(C)C